di(((2R,3R,4R,5R)-3,4-diacetoxy-5-((E)-4-(oximino)-2-oxo-3,4-dihydropyrimidin-1(2H)-yl) tetrahydrofuran-2-yl) methyl) succinate C(CCC(=O)OC[C@H]1O[C@H]([C@@H]([C@@H]1OC(C)=O)OC(C)=O)N1C(N/C(/C=C1)=N/O)=O)(=O)OC[C@H]1O[C@H]([C@@H]([C@@H]1OC(C)=O)OC(C)=O)N1C(N/C(/C=C1)=N/O)=O